NC1=NC=C(C=N1)C1=NC(=NC(=N1)NC1=CC(=CC(=C1)F)F)NC(C)C 6-(2-aminopyrimidin-5-yl)-N2-(3,5-difluoro-phenyl)-N4-isopropyl-1,3,5-triazine-2,4-diamine